C(C)OC=1C=C(C=C(C1C)OCC)[C@@H](C)N(C(=O)NC1(CC(C1)(F)F)C(=O)OC)CCCCC1=CC=CC=C1 methyl 1-({[(1R)-1-(3,5-diethoxy-4-methylphenyl) ethyl] (4-phenylbutyl) carbamoyl} amino)-3,3-difluorocyclobutane-1-carboxylate